C([C@H]1CO1)OS(=O)(=O)C1=CC(=CC=C1)[N+](=O)[O-] (R)-(-)-m-nitrobenzenesulfonic acid glycidyl ester